diethyl chlorothiophosphate P(=S)(OCC)(OCC)Cl